C12N(CC(CC1)CC2)C(=O)C=2C1=C(N(N2)CC(=O)N2CCN(CC2)C2=C(C(=CC=C2)C)C)CCC1 2-[3-(2-Azabicyclo[2.2.2]octan-2-carbonyl)-5,6-dihydrocyclopenta[c]pyrazol-1(4H)-yl]-1-[4-(2,3-dimethylphenyl)piperazin-1-yl]ethan-1-on